N1[C@@H](CCC1)COC=1C=C2COC(C2=CC1)=O (S)-5-(pyrrolidin-2-ylmethoxy)isobenzofuran-1(3H)-one